N2-methyl-L-asparagine CN[C@@H](CC(N)=O)C(=O)O